C1=CC=C(C=2OC3=C(C21)C=CC=C3)C3=C(C(=C(C2=CC=CC=C32)C3=C(C=CC2=CC=CC=C32)OCCO)OCCO)C3=CC=CC2=C3OC3=C2C=CC=C3 bis-(dibenzo[b,d]furan-4-yl)-2,2'-bis-(2-hydroxyethoxy)-1,1'-binaphthyl